2-(3-(4'-chloro-6-fluoro-[1,1'-biphenyl]-3-yl)-5-(cyclopropylmethyl)-4-(3-fluoro-4-sulfamoylbenzyl)-1H-pyrazol-1-yl)thiazole-4-carboxylic acid ClC1=CC=C(C=C1)C1=CC(=CC=C1F)C1=NN(C(=C1CC1=CC(=C(C=C1)S(N)(=O)=O)F)CC1CC1)C=1SC=C(N1)C(=O)O